BrC=1C=C2C(=NC1)C(C(N2C2CC(C2)(C)N2CC1(CC1)C(CC2)F)=O)(C)C 6-bromo-1-((1s,3s)-3-(8-fluoro-5-azaspiro[2.5]oct-5-yl)-3-methylcyclobutyl)-3,3-dimethyl-1,3-dihydro-2H-pyrrolo[3,2-b]pyridin-2-one